O-methyl cytidine-3'-phosphate P(=O)(O)(O)O[C@H]1[C@H]([C@@H](O[C@@H]1CO)N1C(=O)N=C(N)C=C1)OC